(-)-(3S*,4R*)-4-(4-methoxyphenyl)-2-oxopyrrolidine-3-carboxylic acid COC1=CC=C(C=C1)[C@H]1[C@@H](C(NC1)=O)C(=O)O |o1:8,9|